tert-butyl (S)-4-(2-((1-(7,7-difluoro-2-(2-methylazetidin-1-yl)-6,7-dihydro-5H-cyclopenta[d]pyrimidin-4-yl)azetidin-3-yl)oxy)acetyl)piperazin-1-carboxylate FC1(CCC2=C1N=C(N=C2N2CC(C2)OCC(=O)N2CCN(CC2)C(=O)OC(C)(C)C)N2[C@H](CC2)C)F